4-(bromomethyl)-2,6-di-tert-butylphenol BrCC1=CC(=C(C(=C1)C(C)(C)C)O)C(C)(C)C